BrC1=C(C=CC=C1)C1=C(C=CC=C1)Br 2,2'-dibromo-biphenyl